3-(6-(4-((2,6-diazaspiro[3.3]hept-2-yl)methyl)piperidin-1-yl)-1-methyl-1H-indazol-3-yl)piperidine-2,6-dione C1N(CC12CNC2)CC2CCN(CC2)C2=CC=C1C(=NN(C1=C2)C)C2C(NC(CC2)=O)=O